C(C)(C)(C)[S@@](=O)N=C1C2=CC=CC=C2CC12CCN(CC2)C(=O)OC(C)(C)C tert-Butyl 1-[(R)-tert-butylsulfinyl]iminospiro[indane-2,4'-piperidine]-1'-carboxylate